FC1(CCC(CC1)C1=CC(=CC=N1)C)F 6-(4,4-difluorocyclohexyl)-4-methylpyridin